2-(8-cyanonaphthalen-1-yl)-1-fluoro-5-methyl-12-(methylthio)-5a,6,7,8,9,10-hexahydro-5H-4-oxa-3,10a,11,13,14-pentaaza-6,9-methanonaphtho[1,8-ab]heptalene-14-carboxylate C(#N)C=1C=CC=C2C=CC=C(C12)C=1C(=C2N=C(N=C3C2=C(OC(C2C4CCC(CN32)N4C(=O)[O-])C)N1)SC)F